ClC1=C(C=C(C=C1)N1CCN(CC1)C(CN1CCCCC1)=O)C=1N=C2N(C=CC=C2)C1C 1-(4-(4-chloro-3-(3-methylimidazo[1,2-a]pyridin-2-yl)phenyl)piperazin-1-yl)-2-(piperidin-1-yl)ethan-1-one